(S)-2-amino-N-((4bS,9bS)-7-bromo-4b-hydroxy-4-nitro-10-oxo-4b,10-dihydro-9bH-indeno[1,2-b]benzofuran-9b-yl)-3-phenylpropanamide N[C@H](C(=O)N[C@@]12[C@@](OC3=C1C=CC(=C3)Br)(C3=C(C=CC=C3C2=O)[N+](=O)[O-])O)CC2=CC=CC=C2